CNC1=CC=CC2=CC=CC(=C12)NC 1,8-bis-methylaminonaphthalene